methyl (2R,3S,5R)-2-((((1S,3S,6R)-6-(5-fluoro-4-methoxypyrimidin-2-yl)bicyclo[4.1.0]heptan-3-yl)oxy)methyl)-3-((fluoromethyl)sulfonamido)-5-methylpyrrolidine-1-carboxylate FC=1C(=NC(=NC1)[C@]12CC[C@@H](C[C@@H]2C1)OC[C@@H]1N([C@@H](C[C@@H]1NS(=O)(=O)CF)C)C(=O)OC)OC